N1=CN=C2C=C1C(=O)OC2=O pyrimidine-4,6-dicarboxylic acid anhydride